NCC(C1=CC(=CC=C1)OC)N1CN=C2C=C(C=CC2=C1)C=1C=NNC1C 3-(2-Amino-1-(3-methoxyphenyl)ethyl)-7-(5-methyl-1H-pyrazol-4-yl)quinazolin